4-(((tert-butyldimethylsilyloxy)methyl)phenyl)-5-cyanopyridine-2-sulfonamide [Si](C)(C)(C(C)(C)C)OCC1=C(C=CC=C1)C1=CC(=NC=C1C#N)S(=O)(=O)N